C(#N)C1=CC(=C(C(=O)OC)C=C1)NC1=C(C=C(C=C1)F)C(C)C methyl 4-cyano-2-((4-fluoro-2-isopropylphenyl)-amino)benzoate